CC(COC1=CC(=NC2=C(N=CC=C12)C1=CC=NN1C1OCCCC1)N1CCOCC1)(C)O 2-methyl-1-({2-(morpholin-4-yl)-8-[1-(tetrahydro-2H-pyran-2-yl)-1H-pyrazol-5-yl]-1,7-naphthyridin-4-yl}oxy)propan-2-ol